NC=1N=C(SC1C(=O)C1=CC(=NO1)C(=O)NC1(CCC1)C)N(C1=CC(=C(C=C1)F)F)[C@H](C(=O)N)C (S)-5-[4-amino-2-(N-(2-amino-1-methyl-2-oxo-ethyl)-3,4-difluoro-anilino)thiazole-5-carbonyl]-N-(1-methylcyclobutyl)isoxazole-3-carboxamide